FC1(CCN(CC1)C=1C=C(C=CC1OC)NC(C1=C(C=C(C=C1)I)N1CC2CC2(CC1)C)=O)F N-(3-(4,4-difluoropiperidin-1-yl)-4-methoxyphenyl)-4-iodo-2-(6-methyl-3-azabicyclo[4.1.0]heptan-3-yl)benzamide